1-(2-(4-benzyloxazol-2-yl)-2-oxoethyl)-5-ethynylpyridin-2(1H)-one C(C1=CC=CC=C1)C=1N=C(OC1)C(CN1C(C=CC(=C1)C#C)=O)=O